5-(3-(((S)-1-(1H-tetrazol-1-yl)propan-2-yl)oxy)-4-chlorophenyl)-N-(1-((1r,4r)-4-((2S,6R)-2,6-dimethyl-morpholino)cyclohexyl)-3-(pyridin-2-ylmethoxy)-1H-pyrazol-4-yl)pyrimidin-2-amine N1(N=NN=C1)C[C@H](C)OC=1C=C(C=CC1Cl)C=1C=NC(=NC1)NC=1C(=NN(C1)C1CCC(CC1)N1C[C@@H](O[C@@H](C1)C)C)OCC1=NC=CC=C1